COC1=C(C=C(C=C1)NC1=NC=CC(=N1)NC)OCCCN1CC(C1)C N2-(4-methoxy-3-(3-(3-methylazetidin-1-yl)propoxy)phenyl)-N4-methylpyrimidine-2,4-diamine